CC1N(C(CNC1)C)C=1SC(=C(N1)C=1C(=C(C=CC1)NS(=O)(=O)C1=C(C=CC=C1F)F)F)C1=NC(=NC=C1)NC1CC2(CS(C2)(=O)=O)C1 N-(3-(2-(2,6-dimethylpiperazin-1-yl)-5-(2-((2,2-dioxido-2-thiaspiro[3.3]heptan-6-yl)amino)pyrimidin-4-yl)thiazol-4-yl)-2-fluorophenyl)-2,6-difluorobenzenesulfonamide